BrC=1C(=C(C(N(C1)C1=CC=C(C=C1)F)=O)C(=O)OC)C methyl 5-bromo-1-(4-fluorophenyl)-4-methyl-2-oxo-1,2-dihydropyridine-3-carboxylate